O=C1NC(CCC1N1C(C2=CC=C(C=C2C1=O)CN1CCN(CC1)C1CCN(CC1)C=1C(=CC2=C(C(C=3NC4=CC(=CC=C4C3C2=O)C#N)(C)C)C1)CC)=O)=O 8-(4-(4-((2-(2,6-dioxopiperidin-3-yl)-1,3-dioxoisoindolin-5-yl)methyl)piperazin-1-yl)piperidin-1-yl)-9-ethyl-6,6-dimethyl-11-oxo-6,11-dihydro-5H-benzo[b]carbazole-3-carbonitrile